(2S)-N,N-dimethyl-1-[(9Z,12Z)-octadeca-9,12-dien-1-yloxy]tridecan-2-amine CN([C@H](COCCCCCCCC\C=C/C\C=C/CCCCC)CCCCCCCCCCC)C